(S)-3-(4-(2-Chloroacetamido)-1H-pyrazol-1-yl)-N-(4-cyano-3-(trifluoromethyl)phenyl)-2-hydroxy-2-methylpropanamide ClCC(=O)NC=1C=NN(C1)C[C@](C(=O)NC1=CC(=C(C=C1)C#N)C(F)(F)F)(C)O